4-methyl-5-(2-thienyl)-4H-1,2,4-triazole-3-thiol CN1C(=NN=C1C=1SC=CC1)S